3-fluoro-5-iodo-4-methyl-N,N-bis(propan-2-yl)benzamide FC=1C=C(C(=O)N(C(C)C)C(C)C)C=C(C1C)I